pentane-1,5-dione C(CCCC=O)=O